4-(3-aminopiperidin-1-yl)-2-(4-fluorophenyl)phthalazin-1(2H)-one hydrochloride Cl.NC1CN(CCC1)C1=NN(C(C2=CC=CC=C12)=O)C1=CC=C(C=C1)F